7-fluoro-5-methyl-6-oxo-5,6-dihydro-1,5-naphthyridine-2-carbonitrile FC=1C(N(C=2C=CC(=NC2C1)C#N)C)=O